[6-(3-cyclopropyl-1,2,4-triazol-1-yl)-2-azaspiro[3.3]heptan-2-yl]-[4-[[1-(trifluoromethyl)cyclopropyl]methoxymethyl]-1-bicyclo[2.2.2]octanyl]methanone C1(CC1)C1=NN(C=N1)C1CC2(CN(C2)C(=O)C23CCC(CC2)(CC3)COCC3(CC3)C(F)(F)F)C1